3-(4-chloro-2-fluoro-phenoxy)-4-methyl-5-(4,4,5,5-tetramethyl-1,3,2-dioxaborolan-2-yl)pyridine ClC1=CC(=C(OC=2C=NC=C(C2C)B2OC(C(O2)(C)C)(C)C)C=C1)F